O=C1N(CCC(N1)=O)C=1C=C(CN2CCC(CC2)N2N=C3C=C(C(=CC3=C2)NC(C2=CN=C(C=C2)C(F)(F)F)=O)OC)C=CC1 N-(2-(1-(3-(2,4-dioxotetrahydropyrimidin-1(2H)-yl)benzyl)piperidin-4-yl)-6-methoxy-2H-indazol-5-yl)-6-(trifluoromethyl)nicotinamide